methyl 2,6-difluoro-3,5-dimethoxybenzoate FC1=C(C(=O)OC)C(=C(C=C1OC)OC)F